OC1=NC2=CN=CC=C2C(=C1C(=O)OCC)O ethyl 2,4-dihydroxy-1,7-naphthyridine-3-carboxylate